2-(3-hydroxypropyl)-2H-indazole-3-carbaldehyde OCCCN1N=C2C=CC=CC2=C1C=O